CSC1=CC=C(CNC(=O)[C@H]2NCCN(C2)C=2C3=C(N=CN2)SC(=C3)C3=CC=C(C=C3)C)C=C1 (S)-N-(4-(methylthio)benzyl)-4-(6-(p-tolyl)thieno[2,3-d]pyrimidin-4-yl)piperazine-2-carboxamide